Cl.N1(CCCC1)CC=1C=C(N)C=C(C1)C(F)(F)F 3-(pyrrolidin-1-ylmethyl)-5-(trifluoromethyl)aniline hydrochloride